NCCOP(=O)(O)OP(=O)(O)OCCCCCCCNC([O-])=O (7-(((((2-aminoethoxy)(hydroxy)phosphoryl)oxy)(hydroxy)phosphoryl)oxy)heptyl)carbamate